FC1=C(CNC2=NS(C3=C(N2)C(=CC=C3)CC3=CC=C(C=C3)C)(=O)=O)C=CC=C1 3-((2-fluorobenzyl)amino)-5-(4-methylbenzyl)-4H-benzo[e][1,2,4]thiadiazine 1,1-dioxide